BrCCCCOC=1C(NC2=CC=CC=C2C1)=O (4-bromobutoxy)-2-quinolone